5-aminopentanol methyl-2-cyano-5-fluorobenzoate CC=1C(=C(C(=O)OCCCCCN)C=C(C1)F)C#N